2-hydroxy-5-methyl-N-(piperidin-4-yl)benzamide trifluoroacetate FC(C(=O)O)(F)F.OC1=C(C(=O)NC2CCNCC2)C=C(C=C1)C